NC1=C(C=C(C=N1)C=1C(=NC=CC1)F)C(=O)N[C@@H]1[C@H](CCC1)OCC1=CC=C(C=C1)C=1C=C2C(CC(C2=CC1)N1CCN(CC1)CCO)(C)C 6-amino-2'-fluoro-N-{(1S,2S)-2-[(4-{1-[4-(2-hydroxyethyl)piperazin-1-yl]-3,3-dimethyl-2,3-dihydro-1H-inden-5-yl}phenyl)methoxy]cyclopentyl}[3,3'-bipyridine]-5-carboxamide